tri(2,3,4-trimethyl-2-pentyl)citrate CC(C)(C(C(C)C)C)C(C(C(C(=O)[O-])(C(C)(C(C(C)C)C)C)C(C)(C(C(C)C)C)C)(O)C(=O)[O-])C(=O)[O-]